2-(2-((5-(3-(aminomethyl)phenyl)benzo[1,2-b:3,4-b']difuran-3-yl)methoxy)phenyl)acetic acid NCC=1C=C(C=CC1)C1=CC2=C(OC=C2COC2=C(C=CC=C2)CC(=O)O)C2=C1OC=C2